NC1CC2(CCN(C2=O)CC2=CC=C(C=C2)OC)CCC1 7-amino-2-(4-methoxybenzyl)-2-azaspiro[4.5]decan-1-one